NC1=C(C=CC(=C1)OC(F)(F)F)C(=O)N1CCC(CC1)C1=C2C(=NC=C1)NC(=N2)C2OCCCC2 [2-amino-4-(trifluoromethoxy)phenyl]-[4-[2-[tetrahydropyran-2-yl]-3H-imidazo[4,5-b]pyridin-7-yl]-1-piperidyl]methanone